Methyl 6-(4-bromo-2-chlorophenyl)-3-chloropicolinate BrC1=CC(=C(C=C1)C1=CC=C(C(=N1)C(=O)OC)Cl)Cl